COC=1C=C(CN2CCSCC2)C=CC1 4-(3-methoxybenzyl)thiomorpholine